3-{[7-(tert-Butoxycarbonyl)-3-oxa-7-azabicyclo[3.3.1]non-9-yl]oxy}-5-(5-methyl-1,3-thiazol-2-yl)benzoic acid C(C)(C)(C)OC(=O)N1CC2COCC(C1)C2OC=2C=C(C(=O)O)C=C(C2)C=2SC(=CN2)C